BrC=1SC(=CN1)C(F)(F)F 2-bromo-5-(trifluoromethyl)-thiazole